CN1C=NC=C1C=1C=CC(=NC1)C[N+]1=NOC(=C1)[N-]C(NC1=CC(=CC(=C1)C(F)(F)F)NC(CC1=CC=CC=C1)=O)=O (3-((5-(1-Methyl-1H-imidazol-5-yl)pyridin-2-yl)methyl)-1,2,3-oxadiazol-3-ium-5-yl)((3-(2-phenylacetamido)-5-(trifluoromethyl)phenyl)carbamoyl)amide